1-(4-(3-(pyrrolidin-1-yl)-4-(trifluoromethyl)benzyl)piperazine-1-carbonyl)-1H-pyrazole-3-carboxylic acid tert-butyl ester C(C)(C)(C)OC(=O)C1=NN(C=C1)C(=O)N1CCN(CC1)CC1=CC(=C(C=C1)C(F)(F)F)N1CCCC1